[2-(difluoromethyl)-3,4-dimethyl-5,7-dihydropyrrolo[3,4-b]pyridin-6-yl]-[(3R)-pyrrolidin-3-yl]methanone dihydrochloride Cl.Cl.FC(C1=C(C(=C2C(=N1)CN(C2)C(=O)[C@H]2CNCC2)C)C)F